C1=NC2=C(C(=O)N1)N=CN2[C@@H]3[C@@H]([C@@H]([C@H](O3)CO)O)O alpha-inosine